bis(6-tert-butylpyridin-3-yl)aniline C(C)(C)(C)C1=CC=C(C=N1)N(C1=CC=CC=C1)C=1C=NC(=CC1)C(C)(C)C